2-(6-{1-[(3R)-6-{4-[3-(cyanomethyl)oxetan-3-yl]piperazin-1-yl}-2-methylhexan-3-yl]azetidin-3-yl}-3-methylimidazo[1,5-a]pyridin-8-yl)-N-ethyl-5-fluoro-N-(isopropyl)benzamide C(#N)CC1(COC1)N1CCN(CC1)CCC[C@H](C(C)C)N1CC(C1)C=1C=C(C=2N(C1)C(=NC2)C)C2=C(C(=O)N(C(C)C)CC)C=C(C=C2)F